NC1=NC(=C(C=2N1C(N(N2)CC2=NC=C(C=C2)F)=O)N2C[C@H](O[C@H](C2)C)C)C2=CC=CC=C2 5-amino-8-[(cis)-2,6-dimethylmorpholin-4-yl]-2-[(5-fluoro-2-pyridyl)methyl]-7-phenyl-[1,2,4]triazolo[4,3-c]pyrimidin-3-one